pentadecyl hentriacontanoate C(CCCCCCCCCCCCCCCCCCCCCCCCCCCCCC)(=O)OCCCCCCCCCCCCCCC